2-(4-fluorophenyl)-5-(methylsulfonyl)-3-(4,4,5,5-tetramethyl-1,3,2-dioxaborolan-2-yl)-4,5,6,7-tetrahydropyrazolo[1,5-a]pyrazine FC1=CC=C(C=C1)C1=NN2C(CN(CC2)S(=O)(=O)C)=C1B1OC(C(O1)(C)C)(C)C